ClC1=C2CC(CC2=CC=C1)C=O 4-chloro-2,3-dihydro-1H-indene-2-carbaldehyde